1-[(trityl)thio]-4-(trans-4'-propylcyclohexyl)benzene C(C1=CC=CC=C1)(C1=CC=CC=C1)(C1=CC=CC=C1)SC1=CC=C(C=C1)[C@@H]1CC[C@H](CC1)CCC